2-[benzyl(2-hydroxypropyl)amino]-1-(1-tetrahydropyran-2-ylpyrazol-4-yl)ethanone C(C1=CC=CC=C1)N(CC(=O)C=1C=NN(C1)C1OCCCC1)CC(C)O